C(C)(C)(C)OC(=O)N1CC2(C1)CCN(CC2)C2=NC(=NC1=C(C(=C(C=C21)C=C)Br)OCC)OC2CCN(CC2)C 7-{7-bromo-8-ethoxy-2-[(1-methylpiperidin-4-yl)oxy]-6-Vinylquinazolin-4-yl}-2,7-diazaspiro[3.5]Nonane-2-carboxylic acid tert-butyl ester